([4-(9h-carbazol-9-yl)butyl])Phosphoric acid C1=CC=CC=2C3=CC=CC=C3N(C12)CCCCOP(O)(O)=O